COCCNCC1=CC=C(C=C1)C1=CC(=CC=C1)S(=O)(=O)N1CCC2(C[C@H](CO2)NCC(C)O)CC1 3-((R)-8-(4'-((2-methoxyethylamino)methyl)biphenyl-3-ylsulfonyl)-1-oxa-8-azaspiro[4.5]decan-3-ylamino)propan-2-ol